COC=1C=C(C=C(C1)OC)CCCC(=O)O 4-(3,5-Dimethoxyphenyl)butanoic acid